N1C=CN=CC=C1 1,4-diazepin